tert-Butyl (S)-5-(4-(1-(2-(ethyl(isopropyl)carbamoyl)-4-fluorophenyl)-2-methyl-1H-pyrrolo[2,3-c]pyridine-3-carbonyl)piperidine-1-carbonyl)-4-azaspiro[2.4]heptane-4-carboxylate C(C)N(C(=O)C1=C(C=CC(=C1)F)N1C(=C(C=2C1=CN=CC2)C(=O)C2CCN(CC2)C(=O)[C@H]2N(C1(CC1)CC2)C(=O)OC(C)(C)C)C)C(C)C